ClC=1C(=CC(=NC1)N1CC(C1)[C@@H]1CN(CCC1)C1CC(C1)(C(=O)OC)C)O[C@H](C)C1=C(C=C(C=C1)Cl)Cl methyl (1r,3s)-3-[(3R)-3-(1-{5-chloro-4-[(1R)-1-(2,4-dichlorophenyl) ethoxy] pyridin-2-yl} azetidin-3-yl) piperidin-1-yl]-1-methylcyclobutane-1-carboxylate